5-[3-(methoxymethoxy)-4-(4,4,5,5-tetramethyl-1,3,2-dioxaborolan-2-yl)phenyl]-2-methyl-1,3-thiazole COCOC=1C=C(C=CC1B1OC(C(O1)(C)C)(C)C)C1=CN=C(S1)C